6-chloro-2-ethyl-4,9-dimethyl-4,9-dihydro-10H-pyrimido[5,4-b]thiazolo[5,4-e][1,4]diazepin-10-one ClC=1N=CC=2N(C(C3=C(N(C2N1)C)SC(=N3)CC)=O)C